DIVINYLBENZYL-FLUORENE C(=C)C=1C(=C(C=2CC3=CC=CC=C3C2C1)CC1=CC=CC=C1)C=C